6-Bromo-3-chloro-[1,2,4]triazolo[4,3-a]pyridine BrC=1C=CC=2N(C1)C(=NN2)Cl